FC(OC=1C=C(C=CC1)C1=NOC(=N1)C1CC12C(CN(CC2)C(=O)OC(C)(C)C)F)F Tert-Butyl 1-{3-[3-(difluoromethoxy)phenyl]-1,2,4-oxadiazol-5-yl}-4-fluoro-6-azaspiro[2.5]octane-6-carboxylate